(S)-2-amino-4-(2-aminobenzo[d]oxazol-5-yl)butyric acid N[C@H](C(=O)O)CCC=1C=CC2=C(N=C(O2)N)C1